C(#C)C1=CC=C(N=N1)NC(OC(C)(C)C)=O tert-butyl (6-ethynylpyridazin-3-yl)carbamate